C(=O)C1=CC=C(C=C1)N(CCC#N)C 3-[(4-formylphenyl)(methyl)amino]propionitrile